4-[N-(2-nitrophenyl)amino]-3,5-diisobutylbenzenenitrile [N+](=O)([O-])C1=C(C=CC=C1)NC1=C(C=C(C=C1CC(C)C)C#N)CC(C)C